C(C)(=O)OC[C@H]1[C@H](CC1)CO ((1R,2S)-2-(HYDROXYMETHYL)CYCLOBUTYL)METHYL ACETATE